N1CCC12CCN(CC2)C(=O)OC(C)(C)C t-butyl 1,7-diazaspiro[3.5]nonane-7-carboxylate